NC1=C(C(NC2=C(C=CC=C12)C1=C(C=CC(=C1)OCC=1N=CN(C1)C(C1=CC=CC=C1)(C1=CC=CC=C1)C1=CC=CC=C1)F)=O)C(=O)NCCC 4-amino-8-[2-fluoro-5-[(1-tritylimidazol-4-yl)methoxy]phenyl]-2-oxo-N-propyl-1H-quinoline-3-carboxamide